ClC=1C(=C(N)C(=CC1Cl)F)I 3,4-dichloro-6-fluoro-2-iodoaniline